FC1=CC2=C(CN(CC=C2)C2=CC(=C(C(=C2)C)NC(CC(C)(C)C)=O)C)C=C1 N-(4-(7-fluoro-1,3-dihydro-2H-benzo[c]azepine-2-yl)-2,6-dimethylphenyl)-3,3-dimethyl-Butyramide